C1=2C=C(C=CC2CC1)C(C(=O)C1=CC=C(C=C1)Cl)CO 2-(bicyclo[4.2.0]oct-1(6),2,4-triene-3-yl)-1-(4-chlorophenyl)-3-hydroxypropan-1-one